CC=1C=CC(=C(C1)O)C=1C=2COCC2N2N=C(N=C2N1)N1CCOCC1 5-methyl-2-(11-morpholino-4-oxa-1,8,10,12-tetrazatricyclo[7.3.0.02,6]dodeca-2(6),7,9,11-tetraen-7-yl)phenol